BrC=1C=CC(=NC1)N[C@@H]1C[C@@H]2CN([C@H]1CC2)C(=O)C=2C(=NC(=CC2)C)C2=NC=CC=N2 ((1S,4R,6R)-6-((5-bromopyridin-2-yl)amino)-2-azabicyclo[2.2.2]oct-2-yl)(6-methyl-2-(pyrimidin-2-yl)pyridin-3-yl)methanone